4-(((1r,3r)-3-aminocyclobutoxy)methyl)-N-((1,2,3,5,6,7-hexahydro-s-indacen-4-yl)carbamoyl)furan-2-sulfonimidamide NC1CC(C1)OCC=1C=C(OC1)S(=O)(NC(NC1=C2CCCC2=CC=2CCCC12)=O)=N